(hydroxymethyl)prop-2-enoic acid benzyl ester C(C1=CC=CC=C1)OC(C(=C)CO)=O